1-(4-aminomethyl-piperidin-1-yl)-ethanone NCC1CCN(CC1)C(C)=O